C(C)(C)S(=O)(=NC1=CC=C(C=C1)C1=NOC(=N1)C(F)(F)F)C1=CC=CC=C1 isopropyl(phenyl)((4-(5-(trifluoromethyl)-1,2,4-oxadiazol-3-yl)phenyl)imino)-λ6-sulfanone